(3S,5S)-tert-Butyl 3-((6-(4-((2,4-difluorophenyl)methylsulfonamido)-3-fluorophenyl)-8-methylpyrido[3,2-d]pyrimidin-2-yl)amino)-5-fluoropiperidine-1-carboxylate FC1=C(C=CC(=C1)F)CS(=O)(=O)NC1=C(C=C(C=C1)C=1C=C(C=2N=C(N=CC2N1)N[C@@H]1CN(C[C@H](C1)F)C(=O)OC(C)(C)C)C)F